C(C1=CC=CC=C1)C1N(CC=C1C1=CCC(CC1)NC(=O)OC(C)(C)C)C(=O)O.C(C)(C)(C)OC(=O)NC1=CC=C(C=C1)C=1SC=C(N1)C(=O)N[C@@H](CO)C(=O)NCC(=O)O (2-(4-((tert-butoxycarbonyl)amino)phenyl)thiazole-4-carbonyl)seryl-glycine benzyl-3-(4-((tert-butoxycarbonyl)amino)cyclohex-1-en-1-yl)-2,5-dihydro-1H-pyrrole-1-carboxylate